tert-butyl ((3S,6S,10aS)-3-((3S,4R)-3-cyano-4-(6-methyl-2-oxo-1,2-dihydropyridin-4-yl)pyrrolidine-1-carbonyl)-5-oxodecahydropyrrolo[1,2-a]azocin-6-yl)carbamate C(#N)[C@@H]1CN(C[C@H]1C1=CC(NC(=C1)C)=O)C(=O)[C@@H]1CC[C@H]2N1C([C@H](CCCC2)NC(OC(C)(C)C)=O)=O